NC=1C2=C(N=C(N1)C)N(C=C2C(=O)N)C2OC(C(C2O)O)CO 4-AMINO-7-(3,4-DIHYDROXY-5-(HYDROXYMETHYL)TETRAHYDROFURAN-2-YL)-2-METHYL-7H-PYRROLO(2,3-D)PYRIMIDIN-5-CARBOXAMID